ClC1=CC=C2C=C(N=NC2=C1)C1=C(C=CC=C1)O 2-(7-chlorocinnolin-3-yl)phenol